FC1=C(C=C(C=C1)NC(=O)NC=1SC(=NN1)C1=CC=NC=C1)C(F)(F)F 1-[4-Fluoro-3-(trifluoromethyl)phenyl]-3-(5-pyridin-4-yl-1,3,4-thiadiazol-2-yl)urea